ClC=1SC2=C(N1)N(N=C2C(=O)Cl)CC2=CC=C(C=C2)OC 5-chloro-1-(4-methoxybenzyl)-1H-pyrazolo[3,4-d]thiazole-3-carbonyl chloride